O1CCN(C2=C1C=CC=C2)N2CC=C(C1=CC=CC(=C21)C2=C(C(=CC(=C2)F)F)F)N2CCCC2 N-(2,3-dihydro-1,4-benzoxazin-4-yl)-4-pyrrolidin-1-yl-8-(2,3,5-trifluorophenyl)quinoline